BrC1=CC=C2C=C(C=NC2=C1)F 7-bromo-3-fluoroquinoline